chloroacetylthiourea ClCC(=O)NC(=S)N